4-((benzyloxy)methyl)piperidine C(C1=CC=CC=C1)OCC1CCNCC1